C1(CC1)C1=CC2=C(N=CN=C2N[C@@H]2[C@H](COC3=CC=CC=C23)N2C[C@H](CC2)F)N1 6-CYCLOPROPYL-N-((3R,4S)-3-((S)-3-FLUOROPYRROLIDIN-1-YL)CHROMAN-4-YL)-7H-PYRROLO[2,3-D]PYRIMIDIN-4-AMINE